FC1=C(C(=CC=C1)OC)C1=CC(=NC=C1C(=O)NC=1SC(=NN1)OCC1=NC=C(C=C1)C(C)(C)O)C 4-(2-fluoro-6-methoxyphenyl)-N-(5-((5-(2-hydroxypropan-2-yl)pyridin-2-yl)methoxy)-1,3,4-thiadiazol-2-yl)-6-methylnicotinamide